3-(3-amino-5-fluorophenyl)-N-(4-methoxybenzyl)-N-methyl-1,6-naphthyridin-7-amine NC=1C=C(C=C(C1)F)C=1C=NC2=CC(=NC=C2C1)N(C)CC1=CC=C(C=C1)OC